2-amino-6-nitrobenzothiazole NC=1SC2=C(N1)C=CC(=C2)[N+](=O)[O-]